C1(CCCCCCCCCCC(=O)OCC(CO1)(C)C)=O 2,2-dimethyl-1,3-propylene 1,12-dodecandioate